N4-cyclopropyl-N2-(2-methoxy-4-(methylsulfonyl)phenyl)-5-(trifluoromethyl)-7H-pyrrolo[2,3-d]pyrimidine-2,4-diamine C1(CC1)NC=1C2=C(N=C(N1)NC1=C(C=C(C=C1)S(=O)(=O)C)OC)NC=C2C(F)(F)F